N[C@H](C(=O)NC1=C(C=C(C=C1)[C@@H]([C@H](C(=O)N1CCC(CC1)=C(F)F)NC(=O)C1=CN=NS1)C)F)C1CCC(CC1)C N-[(2R,3S)-3-{4-[(2S)-2-amino-2-(4-methylcyclohexyl)acetamido]-3-fluorophenyl}-1-[4-(difluoromethylidene)piperidin-1-yl]-1-oxobutan-2-yl]-1,2,3-thiadiazole-5-carboxamide